C(C1=CC=CC=C1)OC1=C(N(C=CC1=O)C1=CC=C(C=C1)N1CCN(CC1)C)C 3-(benzyloxy)-2-methyl-1-(4-(4-methylpiperazin-1-yl)phenyl)pyridin-4(1H)-one